ClC=1C(=NC(=NC1)N[C@H]1CN(CC1)C(=O)C1=CC(=C(C=C1)NC(C=C)=O)C)C (R)-N-(4-(3-((5-chloro-4-methylpyrimidin-2-yl)amino)pyrrolidine-1-carbonyl)-2-methylphenyl)acrylamide